(R)-N-(2-(4-Cyanothiazolidin-3-yl)-2-oxoethyl)-6-(2,2-dimethylazetidin-1-yl)-quinoline-4-carboxamide C(#N)[C@H]1N(CSC1)C(CNC(=O)C1=CC=NC2=CC=C(C=C12)N1C(CC1)(C)C)=O